N-[2-[8-(2-chlorophenyl)-9-(4-chlorophenyl)-6-[4-(trifluoromethyl)-1-piperidyl]purin-2-yl]oxyethyl]acetamide ClC1=C(C=CC=C1)C=1N(C2=NC(=NC(=C2N1)N1CCC(CC1)C(F)(F)F)OCCNC(C)=O)C1=CC=C(C=C1)Cl